(S)-N-(3-(5-chloro-1H-indol-3-yl)propyl)-4-(2-hydroxy-3-(4-methylpiperazin-1-yl)propoxy)benzenesulfonamide ClC=1C=C2C(=CNC2=CC1)CCCNS(=O)(=O)C1=CC=C(C=C1)OC[C@H](CN1CCN(CC1)C)O